FC1=C2C(C(=O)OC2=O)=C(C=C1)F 3,6-difluorophthalic acid anhydride